[N+](=[N-])=CC(=O)N[C@@H](CC1=CC=CC=C1)C(=O)OC methyl (2-diazoacetyl)-L-phenylalaninate